4-(6-(4-Chlorophenyl)-4-(5-nitrothiophene-2-carboxamido)-1H-pyrazolo[3,4-d]pyrimidin-1-yl)piperidine-1-carboxylic acid 2-methoxyethyl ester COCCOC(=O)N1CCC(CC1)N1N=CC=2C1=NC(=NC2NC(=O)C=2SC(=CC2)[N+](=O)[O-])C2=CC=C(C=C2)Cl